CNC1=NC(=NC=C1C(F)(F)F)N[C@H]1CN(CC1)C(=O)OC(C)(C)C (R)-tert-butyl 3-((4-(methylamino)-5-(trifluoromethyl)pyrimidin-2-yl)amino)pyrrolidine-1-carboxylate